tert-butyl N-[1-[(4-aminophenyl)methyl]-4-piperidyl]carbamate NC1=CC=C(C=C1)CN1CCC(CC1)NC(OC(C)(C)C)=O